[NH4+].C([O-])([O-])=O.[NH4+] Carbonate ammonium salt